1,5-dihydro-s-indacene C1C=CC2=CC=3CC=CC3C=C12